COC=1C=C(C=CC1OC)C=1NC2=CC=C(C=C2C1CC(F)(F)F)C1CCN(CC1)CC(=O)NCCCN1C(CCC1)=O 2-(4-(2-(3,4-dimethoxyphenyl)-3-(2,2,2-trifluoroethyl)-1H-indol-5-yl)piperidin-1-yl)-N-(3-(2-oxopyrrolidin-1-yl)propyl)acetamide